N,N-diethyl-2-methyl-tryptamine C(C)N(CCC1=C(NC2=CC=CC=C12)C)CC